(S)-4-(2-(4-cyano-3-(trifluoromethyl)phenyl)-3-methyl-2,8-diazaspiro[4.5]decan-8-yl)benzoic acid C(#N)C1=C(C=C(C=C1)N1CC2(C[C@@H]1C)CCN(CC2)C2=CC=C(C(=O)O)C=C2)C(F)(F)F